Imidazole-2-d N1C(=NC=C1)[2H]